CC1=C(C(NC(=C1)C)=O)CN1C(C=2C(=C3C(=C(C2CC1)C=C)OC(O3)(C)C31CCC(CC3)(CC1)N(C)C)C)=O 6-((4,6-dimethyl-2-oxo-1,2-dihydropyridin-3-yl)methyl)-2-(4-(dimethylamino)bicyclo[2.2.2]octan-1-yl)-2,4-dimethyl-9-vinyl-7,8-dihydro-[1,3]dioxolo[4,5-g]isoquinolin-5(6H)-one